tert-butyl (1-(3-(4-(4-((2,6-dioxopiperidin-3-yl)amino)phenyl)piperazin-1-yl)propanoyl)piperidin-4-yl)carbamate O=C1NC(CCC1NC1=CC=C(C=C1)N1CCN(CC1)CCC(=O)N1CCC(CC1)NC(OC(C)(C)C)=O)=O